NC=1SC(=C(N1)C)C=1C=C2CN(C(C2=C(C1)S(=O)(=O)N1CCC1)=O)[C@@H](C)C1CC1 (S)-5-(2-amino-4-methylthiazol-5-yl)-7-(azetidin-1-ylsulfonyl)-2-(1-cyclopropylethyl)isoindolin-1-one